1-(ethoxymethoxy)-3-iodobenzene C(C)OCOC1=CC(=CC=C1)I